(R)-4-(3H-[1,2,3]triazolo[4,5-b]pyridin-3-yl)-2-fluoro-N-(isoquinolin-3-yl)-N-(piperidin-3-yl)benzamide N1=NN(C2=NC=CC=C21)C2=CC(=C(C(=O)N([C@H]1CNCCC1)C=1N=CC3=CC=CC=C3C1)C=C2)F